6-amino-2-methyl-imidazo[1,2-a]pyridine-8-carbonitrile NC=1C=C(C=2N(C1)C=C(N2)C)C#N